5-bromo-6-methyl-2-(methylsulfonyl)-1,4-dihydropyrimidin-4-one BrC=1C(N=C(NC1C)S(=O)(=O)C)=O